ClC1=NC=CC(=N1)C1=C(N=C(S1)C(CNC(=O)C1CCOCC1)(C)C)C=1C(=C(C=CC1)NC([O-])=O)F {3-[5-(2-chloropyrimidin-4-yl)-2-[2-methyl-1-(oxan-4-ylformamido)propan-2-yl]-1,3-thiazol-4-yl]-2-fluorophenyl}carbamate